ClC1=CC(=C2C(=N1)N(N=C2C)C2COC2)CO (6-chloro-3-methyl-1-(oxetan-3-yl)-1H-pyrazolo[3,4-b]pyridin-4-yl)methanol